C(C)(C)(C)OC(N[C@@H]1CN(C[C@H](C1)F)C1=C2C=C(NC2=C(C=C1F)C(N)=O)C)=O ((3S,5S)-1-(7-carbamoyl-5-fluoro-2-methyl-1H-indol-4-yl)-5-fluoropiperidin-3-yl)carbamic acid tert-butyl ester